2-((4-((6-((4-cyano-2-fluorophenoxy)methyl)pyridin-2-yl)oxy)piperidin-1-yl)methyl)-1-(oxetan-2-ylmethyl)-1H-indole-6-carboxylic acid C(#N)C1=CC(=C(OCC2=CC=CC(=N2)OC2CCN(CC2)CC=2N(C3=CC(=CC=C3C2)C(=O)O)CC2OCC2)C=C1)F